3-cyclopropyl-N-((1S,9S)-9-ethyl-5-fluoro-9-hydroxy-4-methyl-10,13-dioxo-2,3,9,10,13,15-hexahydro-1H,12H-benzo[de]pyrano[3',4':6,7]indolizino[1,2-B]quinolin-1-yl)-2-hydroxypropionamide C1(CC1)CC(C(=O)N[C@H]1CCC=2C=3C1=C1C(=NC3C=C(C2C)F)C2=CC3=C(C(N2C1)=O)COC([C@]3(O)CC)=O)O